OC1=C(C=C(C=C1Cl)Cl)B(O)O 2-hydroxy-3,5-dichlorophenylboronic acid